(2R,6S)-N-{2-[1-(1H-indol-5-ylmethyl)piperidin-4-yl]ethyl}-2,6-dimethyl-4-[2-(trifluoromethyl)pyrimidin-5-yl]piperazine-1-carboxamide N1C=CC2=CC(=CC=C12)CN1CCC(CC1)CCNC(=O)N1[C@@H](CN(C[C@@H]1C)C=1C=NC(=NC1)C(F)(F)F)C